ClC1=C(C=CC=C1C=1C=NNC1)C=O [2-chloro-3-(1H-pyrazol-4-yl)phenyl]methanon